BrC(C)C=1C=C(C=C(C1)OCC1=CC=CC=C1)OCC1=CC=CC=C1 (((5-(1-Bromoethyl)-1,3-phenylene)bis(oxy))bis(methylene))-dibenzene